ClC1=C(C(=NC(=N1)S(=O)(=O)C)N(CC1=CC=C(C=C1)OC)C1=NN(C(=C1)C1CC1)C1OCCCC1)C1CC1 6-chloro-5-cyclopropyl-N-(5-cyclopropyl-1-(tetrahydro-2H-pyran-2-yl)-1H-pyrazol-3-yl)-N-(4-methoxybenzyl)-2-(methylsulfonyl)pyrimidin-4-amine